acrylonitrile sulfate S(=O)(=O)(O)O.C(C=C)#N